CC1=C(C=C2C(=N1)C(OC2=O)=O)C 2,3-dimethylfuro[3,4-b]pyridine-5,7-dione